Cis-Cyclohexan C1CCCCC1